N1=CC(=CC=C1)NC(=O)C1NCCC1 N-(pyridin-3-yl)pyrrolidine-2-carboxamide